8-methyl-2-phenylimidazo[1,2-a]pyridine CC=1C=2N(C=CC1)C=C(N2)C2=CC=CC=C2